(R)-2-(1-methyl-1H-pyrazol-4-yl)-N-(2-methyl-5-(2-(2-methylpiperidin-1-yl)acetamido)pyridin-3-yl)-1H-pyrrolo[2,3-b]pyridine-5-carboxamide CN1N=CC(=C1)C1=CC=2C(=NC=C(C2)C(=O)NC=2C(=NC=C(C2)NC(CN2[C@@H](CCCC2)C)=O)C)N1